L-ascorbic acid phosphate dipotassium [K+].[K+].P(=O)([O-])([O-])O.O=C1C(O)=C(O)[C@H](O1)[C@@H](O)CO